BrC=1SC(=CN1)CO (2-bromo-thiazol-5-yl)methanol